CN1C[C@H]2CC[C@@H](C1)C2NC=2C(=CNC(C2)=O)C(=O)N 4-(((1R,5S,8s)-3-methyl-3-azabicyclo[3.2.1]octan-8-yl)amino)-6-oxo-1,6-dihydropyridine-3-carboxamide